2-azaspiro[3.3]heptane-6-carbonitrile 2,2,2-trifluoroacetate salt FC(C(=O)O)(F)F.C1NCC12CC(C2)C#N